(3S)-N-((1R,2R,4S)-7-cyano-7-azabicyclo[2.2.1]heptan-2-yl)-1-(6-(1-cyanocyclopropyl)-2-pyridinyl)-3-piperidinecarboxamide C(#N)N1[C@H]2[C@@H](C[C@@H]1CC2)NC(=O)[C@@H]2CN(CCC2)C2=NC(=CC=C2)C2(CC2)C#N